O=C1CCCC2=C1N=C(O2)C#N 4-Oxo-4,5,6,7-tetrahydrobenzo[d]oxazole-2-carbonitrile